C(C)(C)(C)N=[Nb](N(C)C)(N(C)C)N(C)C Tert-butyliminotris(dimethylamino)niobium